dithianone C1=CC=C2C(=C1)C(=O)C1=C(C2=O)SC(=C(S1)C#N)C#N